FC(C1=CC(=C(C=C1)N1[C@H](C(C1=O)(CC)CC)C1=CC(=C(C=C1OC)N1CCC(CC1)C=O)F)O)F 1-(4-{(2S)-1-[4-(difluoromethyl)-2-hydroxyphenyl]-3,3-diethyl-4-oxoazetidin-2-yl}-2-fluoro-5-methoxyphenyl)piperidine-4-carbaldehyde